P(OC1=C(C=C(C=C1C)C(C)(C)C)C(C)(C)C)(OC1=C(C=C(C=C1C)C(C)(C)C)C(C)(C)C)OCC Bis(2,4-di-tert-butyl-6-methylphenyl) ethyl phosphite